CN(C(C1=C(C=CC=C1)CCC(F)(F)F)=O)C=1SC(=CN1)[N+](=O)[O-] N-methyl-N-(5-nitrothiazol-2-yl)-2-(3,3,3-trifluoropropyl)benzamide